N'-(7-chloroquinolin-4-yl)N-[2-[(7-chloroquinolin-4-yl)amino]ethyl]-N-methylethane-1,2-diamine ClC1=CC=C2C(=CC=NC2=C1)NCCN(C)CCNC1=CC=NC2=CC(=CC=C12)Cl